Ethanedione C(C=O)=O